F[B-](F)(F)F.C(C)(C)(C)[PH+](C1=CC(=CC=C1)CC)C(C)(C)C di-(tert-butyl)(3-ethylphenyl)phosphonium tetrafluoroborate